divinyl-rhodium dichloride C(=C)[Rh](C=C)(Cl)Cl